1-[5-(difluoromethyl)-1,3,4-thiadiazol-2-yl]-4-[4-(pyrrolidine-1-carbonyl)piperazin-1-yl]indazole-6-sulfonamide FC(C1=NN=C(S1)N1N=CC2=C(C=C(C=C12)S(=O)(=O)N)N1CCN(CC1)C(=O)N1CCCC1)F